C(C)(C)(C)OC(=O)N1C[C@@H](CC1)N(C)CCOC.FC1=CC=C(C=C1)S(=O)(=O)N1CCCC2=CC(=CC=C12)C(CCC)S(=O)(=O)N (1-((4-fluorophenyl)sulfonyl)-1,2,3,4-tetrahydroquinolin-6-yl)butane-1-sulfonamide tert-butyl-(R)-3-((2-methoxyethyl)(methyl)amino)pyrrolidine-1-carboxylate